N,N-diethylacryl-amide C(C)N(C(C=C)=O)CC